(S)-N-((S)-(4-cyanothiophen-2-yl)(cyclopentyl)methyl)-2-methylpropan-2-sulfinamide C(#N)C=1C=C(SC1)[C@@H](N[S@@](=O)C(C)(C)C)C1CCCC1